6-[8-[(4-fluoro-1-methyl-6,7-dihydro-5H-cyclopenta[c]pyridin-6-yl)methyl]-2-oxo-1-oxa-3,8-diazaspiro[4.5]decan-3-yl]-4H-pyrido[3,2-b][1,4]oxazin-3-one FC=1C2=C(C(=NC1)C)CC(C2)CN2CCC1(CN(C(O1)=O)C=1C=CC=3OCC(NC3N1)=O)CC2